2-isocyano-6-bromobenzonitrile [N+](#[C-])C1=C(C#N)C(=CC=C1)Br